C(=O)NC1=C(C(=NC=C1)C(=O)N[C@H](C(=O)OC(C(C1=CC=C(C=C1)F)OC1=CC=C(C=C1)F)C)C)O [2-(4-fluorophenoxyl)-2-(4-fluorophenyl)-1-methyl-ethyl] (2S)-2-[(4-formamido-3-hydroxy-pyridine-2-carbonyl)amino]propanoate